6-(3-buten-1-yl)-2-(4,4-difluoroazepan-1-yl)nicotinamide C(CC=C)C1=NC(=C(C(=O)N)C=C1)N1CCC(CCC1)(F)F